N,N'-bis(4-trifluoromethylphenoxy)-N,N'-dimethoxyhydrazine FC(C1=CC=C(ON(N(OC)OC2=CC=C(C=C2)C(F)(F)F)OC)C=C1)(F)F